3-[2-[(E)-5-[3-(Benzenesulfonamido)phenyl]-3,3-difluoropent-4-enoxy]phenyl]propanoic acid C1(=CC=CC=C1)S(=O)(=O)NC=1C=C(C=CC1)/C=C/C(CCOC1=C(C=CC=C1)CCC(=O)O)(F)F